C(C1=CC=CC=C1)OC(=O)ON=C(C)C Aceton-O-(benzyloxycarbonyl)oxim